Diphenylphosphonium tetra(phenyl)borate C1(=CC=CC=C1)[B-](C1=CC=CC=C1)(C1=CC=CC=C1)C1=CC=CC=C1.C1(=CC=CC=C1)[PH2+]C1=CC=CC=C1